(Z,Z,Z)-11,14,17-Eicosatrienyl 4-methylvalerate CC(CCC(=O)OCCCCCCCCCC\C=C/C\C=C/C\C=C/CC)C